4-[3-(2-Chloro-acetyl)-6-isopropyl-2-methyl-indol-1-yl]-benzonitrile ClCC(=O)C1=C(N(C2=CC(=CC=C12)C(C)C)C1=CC=C(C#N)C=C1)C